C(#C)C=1C(=CC=C2C=CC=C(C12)C1=C(C=2N=CN=CC2C=N1)F)F 7-(8-ethynyl-7-fluoronaphthalen-1-yl)-8-fluoropyrido[4,3-d]pyrimidine